3-(4-(2-hydroxyethoxy)phenyl)acrylate OCCOC1=CC=C(C=C1)C=CC(=O)[O-]